C(C1=CC=CC=C1)OC=1C=C(C=CC1)C1=NC(=NC(=C1)C(F)(F)F)S(=O)(=O)C 4-(3-(benzyloxy)phenyl)-2-(methylsulfonyl)-6-(trifluoromethyl)pyrimidine